(E)-2-octenoate C(\C=C\CCCCC)(=O)[O-]